N-[4-chloro-2-[[(1S)-3-(cyclopropylamino)-1-[[(3S,5R)-5-methyl-2-oxo-pyrrolidin-3-yl]methyl]-2,3-dioxo-propyl]carbamoyl]phenyl]tetra-hydropyran-4-carboxamide ClC1=CC(=C(C=C1)NC(=O)C1CCOCC1)C(N[C@H](C(C(=O)NC1CC1)=O)C[C@H]1C(N[C@@H](C1)C)=O)=O